CN1N=CC(=C1)C=1C=CC=2N(C1)N=CC2C2=CCC(CC2)C(=O)OCC2=CC=CC=C2 benzyl 4-(6-(1-methyl-1H-pyrazol-4-yl)pyrazolo[1,5-a]pyridin-3-yl)cyclohex-3-ene-1-carboxylate